(S)-1-(4-fluorophenyl)-N-methyl-N-(trans-3-(methylamino)cyclobutyl)-3,4-dihydroisoquinoline-2(1H)-carboxamide hydrochloride Cl.FC1=CC=C(C=C1)[C@@H]1N(CCC2=CC=CC=C12)C(=O)N([C@@H]1C[C@H](C1)NC)C